ClC1=C(C=C2C(C(=CN(C2=N1)C1CC1)C=O)=O)F 7-chloro-1-cyclopropyl-6-fluoro-4-oxo-1,4-dihydro-1,8-naphthyridine-3-carbaldehyde